(S)-3-Chloro-4-fluoro-N-methyl-N-(3-methyl-1-(pyrrolidin-1-yl)butan-2-yl)benzamide ClC=1C=C(C(=O)N([C@H](CN2CCCC2)C(C)C)C)C=CC1F